ClC=1C(=NC=CN1)C(C)NCC1CC1 1-(3-chloropyrazin-2-yl)-N-(cyclopropylmethyl)ethan-1-amine